C1(CC1)C=1N=NSC1CN1CC2(CN(C2)C(=O)N2CC3(C2)NC(CC3)=O)C1 2-[6-[(4-cyclopropylthiadiazol-5-yl)methyl]-2,6-diazaspiro[3.3]heptane-2-carbonyl]-2,5-diazaspiro[3.4]octan-6-one